9,9-bis(fluorophenyl)fluorene FC1=C(C=CC=C1)C1(C2=CC=CC=C2C=2C=CC=CC12)C1=C(C=CC=C1)F